3-fluoro-4-(1-((3-fluoro-4-oxo-4,5-dihydropyrrolo[1,2-a]quinoxalin-7-yl)methyl)-1,2,3,6-tetrahydropyridin-4-yl)benzonitrile FC=1C=C(C#N)C=CC1C=1CCN(CC1)CC=1C=C2NC(C=3N(C2=CC1)C=CC3F)=O